Racemic-2-(4-isopropyl-5-(8-methoxy-[1,2,4]triazolo[1,5-a]pyridin-6-yl)-1H-pyrazol-3-yl)-4,5,6,7-tetrahydrobenzo[d]thiazol-6-amine C(C)(C)C=1C(=NNC1C=1C=C(C=2N(C1)N=CN2)OC)C=2SC1=C(N2)CC[C@H](C1)N |r|